ClC1=C2CCC3(C2=CC=C1)CCC=1C(=NC(=NC1C3)OC[C@H]3NCCC3)N3CC1CCC(C3)N1 4'-Chloro-4-(3,8-diazabicyclo[3.2.1]octan-3-yl)-2-[[(2S)-pyrrolidin-2-yl]methoxy]spiro[6,8-dihydro-5H-quinazoline-7,1'-indane]